2-(3,4-dihydroxy-5-methoxyphenyl)-chromenylium-3,5,7-triol OC=1C=C(C=C(C1O)OC)C1=[O+]C=2C=C(C=C(C2C=C1O)O)O